N-(2-(1H-Imidazol-1-yl)ethyl)-5,7-diphenylpyrazolo[1,5-a]pyrimidine-2-carboxamide N1(C=NC=C1)CCNC(=O)C1=NN2C(N=C(C=C2C2=CC=CC=C2)C2=CC=CC=C2)=C1